FC(C(=O)O)(F)F.N[C@H](C(=O)[C@@]1(OC1)C)CC1=CCCC1 (2S)-2-amino-3-(cyclopent-1-en-1-yl)-1-[(2R)-2-methyloxiran-2-yl]propan-1-one trifluoroacetate